BrC1=CC=C(C=C1)N1CCC(CC1)NCCC#N 3-[[1-(4-bromophenyl)-4-piperidyl]amino]propanenitrile